Cl.COCCOCCN1[C@H]2[C@@H]3CCCC[C@@]3(C=3C=C(C=CC3C2)NC2=CC=NC=C2)CC1 17-[2-(2-methoxyethoxy)ethyl]-N-(pyridin-4-yl)morphinan-3-amine hydrochloride salt